CN1N=CC(=C1C)S(=O)(=O)N1CCC(CC1)C=1N=C(SC1C)C#N 4-(1-((1,5-dimethyl-1H-pyrazol-4-yl)sulfonyl)piperidin-4-yl)-5-methylthiazole-2-carbonitrile